CC1NC=2C(=NC=NC2NC1C)C1=C(C=C(C=C1F)F)F 6,7-dimethyl-4-(2,4,6-trifluorophenyl)-5,6,7,8-tetrahydropteridine